undecane-1,6,11-triyl triisocyanate C(CCCCC(CCCCCN=C=O)N=C=O)N=C=O